BrC=1C=CC(=C2C(=C(C(=NC12)S(=O)CC1=NOC(=C1)C)C(C)=O)Cl)Cl 1-(8-bromo-4,5-dichloro-2-(((5-methylisoxazol-3-yl)methyl)sulfinyl)quinolin-3-yl)ethan-1-one